bis[4-(1,1,3,3-tetramethyl butyl)-phenyl]phosphate CC(CC(C)(C)C)(C)C1=CC=C(C=C1)OP(=O)(OC1=CC=C(C=C1)C(CC(C)(C)C)(C)C)[O-]